7,7-dimethyl-4-(5-methyl-1-(tetrahydro-2H-pyran-2-yl)-1H-indazol-4-yl)-2-oxo-1,2,5,6,7,8-hexahydroquinoline-3-carbonitrile CC1(CCC=2C(=C(C(NC2C1)=O)C#N)C1=C2C=NN(C2=CC=C1C)C1OCCCC1)C